N-[(6-Amino-2-pyridyl)sulfonyl]-6-(6-isopropoxy-3-pyridyl)-2-[3-(methoxymethyl)-1-piperidyl]pyridin-3-carboxamid NC1=CC=CC(=N1)S(=O)(=O)NC(=O)C=1C(=NC(=CC1)C=1C=NC(=CC1)OC(C)C)N1CC(CCC1)COC